C1=CC(=CC(=C1)N=NC2=C(C=C(C=C2)N)N)N=NC3=C(C=C(C=C3)N)N.Cl.Cl The molecule is a hydrochloride that is the dihydrochloride of 4,4'-[1,3-phenylenebis(diazene-2,1-diyl)]di(benzene-1,3-diamine). Bismarck brown Y is a metachromatic dye which stains acid mucins yellow. It is also a constituent of Papanicolaou's EA solutions, used for cervical, and other smears. It has a role as a histological dye, a fluorochrome and an allergen. It contains a basic brown 1.